tert-Butyl 4-((7-(2,3-dichloro-5-fluoro-6-methoxyphenyl)imidazo[1,2-a]pyridin-2-yl)methylene)piperidine-1-carboxylate ClC1=C(C(=C(C=C1Cl)F)OC)C1=CC=2N(C=C1)C=C(N2)C=C2CCN(CC2)C(=O)OC(C)(C)C